C1(CC1)COC1=NC=CC=C1C1=NC=C2NC(N(C2=N1)CC1=CC=C(C=C1)C=1N(C=C(N1)C(F)(F)F)C)=O 2-(2-(cyclopropylmethoxy)pyridin-3-yl)-9-(4-(1-methyl-4-(trifluoromethyl)-1H-imidazol-2-yl)benzyl)-7,9-dihydro-8H-purin-8-one